FC(CO)(OC1=CC=C(C2=C1N=C(O2)N2CC1N(C(C2)C1)O)C=1SC=CN1)F 3-(4-(1,1-difluoro-2-hydroxyethoxy)-7-(thiazol-2-yl)benzo[d]oxazol-2-yl)-3,6-diazabicyclo[3.1.1]heptan-6-ol